(1-(2-fluorophenyl)-1H-pyrazol-4-yl)methanol FC1=C(C=CC=C1)N1N=CC(=C1)CO